C(C)NC(=O)C1C(CCC(C1)C)C(C)C N-ethyl-2-(isopropyl)-5-methyl-cyclohexanecarboxamide